C(C1=CN=CC=C1)(=O)OC1=C(C(=CC(=C1)Cl)C=NC(CC1=CC=C(C=C1)OC(C(C)C)=O)C(COC)=O)O 5-chloro-2-hydroxy-3-((1-(4-(isobutyryloxy)phenyl)-4-methoxy-3-oxobutan-2-ylimino)methyl)phenyl nicotinate